C123CCN(C(CCC(NCCCCCCCCC=CC=4C=NC(NC(C1)=O)=C2C4)=O)=O)CC3 4,9,22,24-tetrazatetracyclo[18.6.2.21,4.023,27]triaconta-18,20(28),21,23(27)-tetraene-5,8,25-trione